5-(imidazo[1,5-a]pyridin-6-yl)phenol C=1N=CN2C1C=CC(=C2)C=2C=CC=C(C2)O